(5'S,7a'R)-1-benzoyl-5'-(3,5-difluorophenyl)tetrahydro-3'H-spiro[azetidine-3,2'-pyrrolo[2,1-b]thiazol]-3'-one C(C1=CC=CC=C1)(=O)N1CC2(C(N3[C@H](S2)CC[C@H]3C3=CC(=CC(=C3)F)F)=O)C1